BrC1=CSC2=C1C(=NC=C2)O 3-bromothieno[3,2-c]pyridine-4-ol